3-(4-Propoxyphenyl)-1-[4-[(2,4-dihydroxybenzylidene)amino]phenyl]-2-propene-1-one C(CC)OC1=CC=C(C=C1)C=CC(=O)C1=CC=C(C=C1)N=CC1=C(C=C(C=C1)O)O